2-methyl-3-(pyridine-3-yl)benzoic acid-5-d CC1=C(C(=O)O)C=C(C=C1C=1C=NC=CC1)[2H]